C(CCC(=O)[O-])(=O)OC(CCCCCCC)=O caprylyl succinate